diphenyl-[Phenyldibenzofuranyl]triazine C1(=CC=CC=C1)C1=C(C(=NN=N1)C1=C(C=CC=2OC3=C(C21)C=CC=C3)C3=CC=CC=C3)C3=CC=CC=C3